tert-butyl 4-(2-methyl-7-{[2-methyl-8-(trifluoromethyl)imidazo[1,2-a]pyridin-6-yl]carbamoyl} indazol-4-yl)piperazine-1-carboxylate CN1N=C2C(=CC=C(C2=C1)N1CCN(CC1)C(=O)OC(C)(C)C)C(NC=1C=C(C=2N(C1)C=C(N2)C)C(F)(F)F)=O